morpholine-4-carboxylate N1(CCOCC1)C(=O)[O-]